CC(C)C1=C(C=C2C(=C1)CC[C@@H]3[C@@]2(CCCC3(C)C)C)O The molecule is an abietane diterpenoid that is abieta-8,11,13-triene substituted by a hydroxy group at positions 12. It has a role as an antineoplastic agent, an antibacterial agent, a protective agent and a plant metabolite. It is an abietane diterpenoid, a member of phenols, a carbotricyclic compound and a meroterpenoid.